(S)-8-chloro-4-(neopentylamino)-6-(((2-(trifluoromethyl)-1H-benzo[d]imidazol-4-yl)(1-(1-(trifluoromethyl)cyclopropyl)-1H-1,2,3-triazol-4-yl)methyl)amino)quinoline-3-carbonitrile ClC=1C=C(C=C2C(=C(C=NC12)C#N)NCC(C)(C)C)N[C@H](C=1N=NN(C1)C1(CC1)C(F)(F)F)C1=CC=CC=2NC(=NC21)C(F)(F)F